(2R)-4-(6-amino-4-methoxypyridin-3-yl)-2-[(1R)-1-hydroxyethyl]piperazine-1-carboxylic acid tert-butyl ester C(C)(C)(C)OC(=O)N1[C@H](CN(CC1)C=1C=NC(=CC1OC)N)[C@@H](C)O